C1(=CC=C(C=C1)N(C1=CC=2C(C3=CC=CC=C3C2C=C1)(C)C)C1=CC=C(C=C1)C1=CC=C(C=C1)C1=CC=2C=3C4=C(C=CC3N(C2C=C1)C1=CC=CC=C1)C=CC=C4)C4=CC=CC=C4 N-([1,1'-biphenyl]-4-yl)-9,9-dimethyl-N-(4'-(7-phenyl-7H-benzo[c]carbazol-10-yl)-[1,1'-biphenyl]-4-yl)-9H-fluoren-2-amine